4-[3-[2,6-Dichloro-4-(7,7-dimethyl-5,9-dioxa-2-azaspiro[3.5]nonan-2-yl)benzoyl]-2,4-dihydro-1,3-benzoxazin-8-yl]-5-fluoro-2-(3-oxa-8-azabicyclo[3.2.1]oct-8-yl)benzoic acid ClC1=C(C(=O)N2COC3=C(C2)C=CC=C3C3=CC(=C(C(=O)O)C=C3F)N3C2COCC3CC2)C(=CC(=C1)N1CC2(C1)OCC(CO2)(C)C)Cl